COC([C@H](CCCNC1=C(C=CC=C1)[N+](=O)[O-])NC(=O)OC(C)(C)C)=O (S)-2-((tert-butoxycarbonyl)amino)-5-((2-nitrophenyl)amino)pentanoic acid methyl ester